Bis(2-methyl-1-naphthyl)-2,5-dimethylphenylphosphin oxid CC1=C(C2=CC=CC=C2C=C1)P(C1=C(C=CC(=C1)C)C)(C1=C(C=CC2=CC=CC=C12)C)=O